C1(CCCC1)C1=C(C(=O)O)C=CC(=C1)C1=CC=NC=2N1N=C(C2)C2=CC(=CC=C2)OCC 2-Cyclopentyl-4-(2-(3-ethoxyphenyl)pyrazolo[1,5-a]pyrimidin-7-yl)benzoic Acid